3,5-dimethylnaphthalene-1-ol CC=1C=C(C2=CC=CC(=C2C1)C)O